[OH-].C(CCCCC)[N+](CCCCCC)(CCCCCC)C12CC3CC(CC(C1)C3)C2 N,N,N-trihexyl-1-adamantyl-ammonium hydroxide